8-oxo-N-[5-(4-phenoxyphenyl)thiazol-2-yl]-6,7-dihydro-5H-indolizine-5-carboxamide O=C1CCC(N2C=CC=C12)C(=O)NC=1SC(=CN1)C1=CC=C(C=C1)OC1=CC=CC=C1